Hydroxychloroquinoline C1=CC=C2C(=C1)C=C(C(=N2)Cl)O